N1-[[2,4-Bis(trifluoromethyl)phenyl]methyl]-1,2-benzenediamine FC(C1=C(C=CC(=C1)C(F)(F)F)CNC=1C(=CC=CC1)N)(F)F